COC(CC(C)O)=O 3-hydroxybutyric acid methyl ester